6-hydroxy-5-(6-(methyl-(2,2,6,6-tetramethylpiperidin-4-yl)amino)pyridazin-3-yl)-2,3-dihydro-1H-inden-1-one oxime hydrochloride salt Cl.OC1=C(C=C2CCC(C2=C1)=NO)C=1N=NC(=CC1)N(C1CC(NC(C1)(C)C)(C)C)C